2-(8-(dibenzo[b,d]thiophen-4-yl)dibenzo[b,d]furan-3-yl-1,2,4,6,7,9-d6)-4,4,5,5-tetramethyl-1,3,2-dioxaborolane C1=CC=C(C=2SC3=C(C21)C=CC=C3)C3=C(C(=C2C(C=1C(O2)=C(C(=C(C1[2H])[2H])B1OC(C(O1)(C)C)(C)C)[2H])=C3[2H])[2H])[2H]